CC1=C(C2=C(N=CN=C2NC2(CC2)C)O1)C(=O)NCC=1N=C(SC1)C 6-methyl-N-[(2-methyl-1,3-thiazol-4-yl)methyl]-4-[(1-methylcyclopropyl)amino]furo[2,3-d]pyrimidine-5-carboxamide